C1(=CC=CC=C1)C=1C(=NC(=CC1)C1=CC=C(C=C1)N)C1=CC=C(C=C1)N 3-phenyl-2,6-di(4-aminophenyl)pyridine